Cl.N1CCC(CC1)OC=1C(=NC2=CC=CC=C2C1)C(F)(F)F (piperidin-4-yloxy)-2-(trifluoromethyl)quinoline hydrochloride